(4-Methylpiperazin-1-yl)-N-(4-(1-(trifluoromethyl)cyclopropyl)but-2-yn-1-yl)-1H-benzo[d]imidazole-1-carboxamide CN1CCN(CC1)C1=NC2=C(N1C(=O)NCC#CCC1(CC1)C(F)(F)F)C=CC=C2